tert-butyl 7-bromo-3,4-dihydroquinoline-1(2H)-carboxylate BrC1=CC=C2CCCN(C2=C1)C(=O)OC(C)(C)C